C(C)(C)(C)C1=NC=C(C(=N1)OC1=CC=CC=C1)C(=O)N1CC(C1)=CC(C)=O 1-(1-(2-(tert-butyl)-4-phenoxypyrimidine-5-carbonyl)azetidin-3-ylidene)propan-2-one